[Br-].C(=O)(O)CN1CN(C=C1)CC(=O)O 1,3-dicarboxymethyl-imidazole bromide